CC(CCC#N)C 4-methylpentanenitrile